FC(S(=O)(=O)OC=1CCN(C1)C(=O)OC(C)(C)C)(F)F tert-butyl 4-(((trifluoromethyl)sulfonyl)oxy)-2,3-dihydro-1H-pyrrole-1-carboxylate